2-methyl-4-(trifluoromethyl)thiazole-5-formic acid CC=1SC(=C(N1)C(F)(F)F)C(=O)O